6-amino-3-bromo-5-(3-methoxy-2,6-dimethyl-phenyl)-2-(trideuteromethyl)pyrrolo[2,3-b]pyrazine-7-carboxamide NC1=C(C=2C(=NC(=C(N2)C([2H])([2H])[2H])Br)N1C1=C(C(=CC=C1C)OC)C)C(=O)N